(S)-1-(3-(piperidin-1-yl)-1,2,4-oxadiazol-5-yl)ethan-1-amine N1(CCCCC1)C1=NOC(=N1)[C@H](C)N